ClC=1NC2=CC=CC=C2C1CCN(C=C)C=C N-(2-(2-chloro-1H-indol-3-yl)ethyl)-N-vinylethenamine